(3-methoxyazetidin-1-yl)benzene COC1CN(C1)C1=CC=CC=C1